[2H]C([2H])[2H].[Na] sodium trideuteriomethane